C(C)(=O)OC1CCN(CC1)C1=CC(=C(C=C1)N)OC (1-(3-methoxy-4-aminophenyl) piperidin-4-yl) acetate